tert-butyl (17e)-carbamate C(N)(OC(C)(C)C)=O